FC1=CC=C(C=C1)[C@@H]1N(CCC2=CC=CC=C12)C(=O)[C@@H]1C[C@@H](CO1)NC(OC(C)(C)C)=O tert-butyl ((3S,5S)-5-((S)-1-(4-fluorophenyl)-1,2,3,4-tetrahydroisoquinoline-2-carbonyl)tetrahydrofuran-3-yl)carbamate